C1(CC1)COC1=CC(=C2C(NC(=NC2=C1)CSC1CCN(CC1)C1CCN(CC1)C1=C(C=C(C=C1)[N+](=O)[O-])C(F)(F)F)=O)F 7-(cyclopropylmethoxy)-5-fluoro-2-(((1'-(4-nitro-2-(trifluoromethyl)phenyl)-[1,4'-bipiperidin]-4-yl)thio)methyl)quinazolin-4(3H)-one